ClC=1C(=NC=C(C1)OC1COC1)C#N chloro-5-(oxetan-3-yloxy)pyridinecarbonitrile